C(C=C)OC(C1=C(C=C(C=C1)[N+](=O)[O-])OCC=C)=O Allyl-2-(allyloxy)-4-nitrobenzoate